(3R)-1-(8-fluoro-2-(((2R,7aS)-2-fluorotetrahydro-1H-pyrrolizin-7a(5H)-yl)methoxy)-7-(6-methyl-5-((E)-prop-1-en-1-yl)-1H-indazol-4-yl)pyrido[4,3-d]pyrimidin-4-yl)-3-methylpiperidin-3-ol FC1=C(N=CC2=C1N=C(N=C2N2C[C@@](CCC2)(O)C)OC[C@]21CCCN1C[C@@H](C2)F)C2=C1C=NNC1=CC(=C2\C=C\C)C